8-((4-(4-bromophenyl)piperidin-1-yl)methyl)-3,9-dihydroxybenzo[5,6]oxazepin BrC1=CC=C(C=C1)C1CCN(CC1)CC1=C(C2=C(C=CC(=NO2)O)C=C1)O